O1CCN(CC1)C(CS(=O)(=O)O)C 2-morpholino-propanesulfonic acid